C(C1=CC=NC=C1)(=O)OCCOC(C(=C)C)=O 2-(methacryloyloxy)ethyl isonicotinate